tert-Butyl (3-cyano-7-fluoro-4-(5-fluoro-1-hydroxy-3-((S)-1-((S)-1-methylpyrrolidin-2-yl)ethoxy)-7,9-dihydrofuro[3,4-f]quinazolin-6-yl)thieno[3,2-c]pyridin-2-yl)carbamate C(#N)C1=C(SC2=C1C(=NC=C2F)C=2C1=C(C=3C(=NC(=NC3C2F)O[C@@H](C)[C@H]2N(CCC2)C)O)COC1)NC(OC(C)(C)C)=O